BrC1=C(C=C(C=C1)S(=O)(=O)N1CC(CCC1)(F)F)C 1-((4-bromo-3-methylphenyl)sulfonyl)-3,3-difluoropiperidine